COC(CC=1C=C(C(=NC1C)C=1C=NC=CC1)F)OC 5-(2,2-dimethoxyethyl)-3-fluoro-6-methyl-2,3'-bipyridine